(S)-7-isopropyl-4,8-dimethyl-2-((1-(pyrazine-2-carbonyl)azetidin-3-yl)amino)-7,8-dihydropteridin-6(5H)-one C(C)(C)[C@H]1C(NC=2C(=NC(=NC2N1C)NC1CN(C1)C(=O)C1=NC=CN=C1)C)=O